1-allyl 5-benzyl (tert-butoxycarbonyl)-D-glutamate C(C)(C)(C)OC(=O)N[C@H](CCC(=O)OCC1=CC=CC=C1)C(=O)OCC=C